4,4,4-trifluoro-3-carbonyl-butyric acid ethyl ester C(C)OC(CC(C(F)(F)F)=C=O)=O